benzyl (S)-2,6-diacetyl-2,6-diazaspiro[3.4]octane-8-carboxylate C(C)(=O)N1CC2(C1)CN(C[C@H]2C(=O)OCC2=CC=CC=C2)C(C)=O